C(C)OC1=C(C=CC(=N1)[C@@H](CS(=O)(=O)C)N1C(N(C=2C1=NC=C(C2)C2=C(C=CC=C2)F)C)=O)OC (S)-3-(1-(6-ethoxy-5-methoxypyridin-2-yl)-2-(methylsulfonyl)ethyl)-6-(2-fluorophenyl)-1-methyl-1H-imidazo[4,5-b]pyridin-2(3H)-one